NC1=CC=CC(=N1)S(=O)(=O)NC(=O)C=1C(=NC(=CC1)C=1CCC2(OCCO2)CC1)OC1=C(C=C(C=C1C)C)C N-[(6-amino-2-pyridyl)sulfonyl]-6-(1,4-dioxaspiro[4.5]dec-8-en-8-yl)-2-(2,4,6-trimethylphenoxy)pyridine-3-carboxamide